5-bromo-3,4-dimethyl-2-(trimethylsilyl)-1H-pyrrolo[2,3-b]pyridine BrC=1C(=C2C(=NC1)NC(=C2C)[Si](C)(C)C)C